FC(C=1C=NC(=NC1)N1CC2(CN(C2)C(=O)N2CC3(C2)NC(OC3)=O)C1)(F)F 2-[6-[5-(trifluoromethyl)pyrimidin-2-yl]-2,6-diazaspiro[3.3]heptane-2-carbonyl]-7-oxa-2,5-diazaspiro[3.4]octan-6-one